N-[3-(7-{[(3S,4R)-3-fluoro-1-methylpiperidin-4-yl]amino}-3-(2,2,2-trifluoroethyl)pyrazolo[1,5-a]pyridin-2-yl)prop-2-yn-1-yl]-1-methyl-1H-1,2,4-triazole-3-carboxamide F[C@H]1CN(CC[C@H]1NC1=CC=CC=2N1N=C(C2CC(F)(F)F)C#CCNC(=O)C2=NN(C=N2)C)C